BrC=1C=C2C(=NC=NC2=C(C1)C(F)(F)F)N(C(C)C1=NC=CN=C1C1=NC=CC=N1)CC1CC1 6-bromo-N-(cyclopropylmethyl)-N-[1-(3-pyrimidin-2-ylpyrazin-2-yl)ethyl]-8-(trifluoromethyl)quinazolin-4-amine